CNCCC1=CC(=CC=C1)OCCN1CC2(C1)CN(CC2)C N-methyl-2-{3-[2-(6-methyl-2,6-diazaspiro[3.4]oct-2-yl)ethoxy]phenyl}ethan-1-amine